FC1=C(C=CC=C1)[C@@H]1CC[C@H]2OC3(C(N21)=O)CN(C3)S(=O)(=O)C3=CC=CC=C3 (5'S,7a'R)-5'-(2-fluorophenyl)-1-(phenylsulfonyl)tetra-hydro-3'H-spiro[azetidine-3,2'-pyrrolo[2,1-b]oxazol]-3'-one